CC=1C=C(\C=N\N2C3=NC(=NC(=C3N=C2)NC2=CC=C(C=C2)C)N2CCOCC2)C=CC1 (E)-9-((3-methylbenzylidene)amino)-2-morpholino-N-(p-tolyl)-9H-purin-6-amine